decaneyl-benzenesulfonic acid C(CCCCCCCCC)C1=C(C=CC=C1)S(=O)(=O)O